rac-methyl (1R,2R,3S,3aR,8bS)-1,8b-dihydroxy-6-(4-hydroxybutoxy)-8-methoxy-3a-(4-methoxyphenyl)-3-phenyl-2,3,3a,8b-tetrahydro-1H-cyclopenta[b]benzofuran-2-carboxylate O[C@@H]1[C@@H]([C@H]([C@@]2(OC3=C([C@@]21O)C(=CC(=C3)OCCCCO)OC)C3=CC=C(C=C3)OC)C3=CC=CC=C3)C(=O)OC |r|